4-(4-((4-((3-acrylamidophenyl)amino)-5-nitropyrimidin-2-yl)amino)-3-(methoxy-d3)Phenyl)piperazine-1-carboxylic acid tert-butyl ester C(C)(C)(C)OC(=O)N1CCN(CC1)C1=CC(=C(C=C1)NC1=NC=C(C(=N1)NC1=CC(=CC=C1)NC(C=C)=O)[N+](=O)[O-])OC([2H])([2H])[2H]